2-(chlorocarbonyloxy)-N,N,N-trimethyl-ethanaminium ClC(=O)OCC[N+](C)(C)C